C(CCCCCCCCCCC)(=O)NCCS(=O)(=O)[O-] Lauroyltaurat